1-(2,5-dihydroxyphenyl)ethan-1-one OC1=C(C=C(C=C1)O)C(C)=O